7-(2,6-dioxo-3-piperidyl)naphthalene-2-diazonium O=C1NC(CCC1C1=CC=C2C=CC(=CC2=C1)[N+]#N)=O